The molecule is a monocarboxylic acid comprising acetic acid substituted at the alpha carbon with a 2-nitrophenoxy group. It is a monocarboxylic acid, a C-nitro compound and an aromatic ether. C1=CC=C(C(=C1)[N+](=O)[O-])OCC(=O)O